ClC1=C(C=C(C=C1)C=1C=C(C(=NC1)C(F)F)CN1COCC1)OC(F)F 3-[[5-[4-Chloro-3-(difluoromethoxy)phenyl]-2-(difluoromethyl)-3-pyridyl]methyl]oxazolidin